BrC=1C=C2CC(C(OC2=CC1)=O)F 6-bromo-3-fluorochromanone